1,3,2-dioxathiolan-2-oxide O1S(OCC1)=O